(R)-N-(1-(3-(1-cyclopropyl-1H-pyrazol-4-yl)-5-(thiophen-2-yl)phenyl)ethyl)-5-(2-(dimethylamino)ethoxy)-2-methylbenzamide C1(CC1)N1N=CC(=C1)C=1C=C(C=C(C1)C=1SC=CC1)[C@@H](C)NC(C1=C(C=CC(=C1)OCCN(C)C)C)=O